Androst-5-Ene-3β,17β-Diol C[C@@]12[C@H](CC[C@H]1[C@@H]1CC=C3C[C@H](CC[C@]3(C)[C@H]1CC2)O)O